(7S)-2-(((1-(4-fluorobenzyl)-3-methyl-1H-pyrazol-4-yl)methyl)amino)-4,7,8-trimethyl-7,8-dihydropteridin-6(5H)-one FC1=CC=C(CN2N=C(C(=C2)CNC2=NC=3N([C@H](C(NC3C(=N2)C)=O)C)C)C)C=C1